C[C@@H]1[C@@H](N(C2CC1C2)C(=O)C2=NC(=CC=C2N2N=CC=N2)C)CNC2=NC1=CC=CC=C1N=C2 |o1:1,2| N-{[(3R,4S) or (3S,4R)-4-methyl-2-[6-methyl-3-(2H-1,2,3-triazol-2-yl)pyridine-2-carbonyl]-2-azabicyclo[3.1.1]heptan-3-yl]methyl}quinoxalin-2-amine